ClC(C1=NC(=NO1)C1=CC=C(C=C1)C=NOC)(F)F N-[(4-{5-[Chloro(difluoro)methyl]-1,2,4-oxadiazol-3-yl}phenyl)methylene]-O-methylhydroxylamine